ClC1=C(C=C(C=C1)N(C(C)=O)C1=NC=CC(=C1)NC(CC1=C(C=CC=C1)Cl)=O)C#N N-(4-chloro-3-cyanophenyl)-N-{4-[2-(2-chlorophenyl)acetylamino]pyridin-2-yl}acetamide